N-methyl-4-(prop-2-yn-1-ylamino)-3-(2,2,2-trifluoroethoxy)benzamide CNC(C1=CC(=C(C=C1)NCC#C)OCC(F)(F)F)=O